4-Cyclopropyl-1-(4-methoxybenzyl)-5-(2-(trifluoromethyl)phenyl)-1H-pyrazole C1(CC1)C=1C=NN(C1C1=C(C=CC=C1)C(F)(F)F)CC1=CC=C(C=C1)OC